N1(CCOCC1)C1=CC(=CC2=C1N=C(O2)C2=CC=CC=C2)C(=O)N2CCN(CC2)C2=NC1=CC=CC=C1C(N2)=O 2-[4-(4-Morpholin-4-yl-2-phenyl-1,3-benzoxazole-6-carbonyl)piperazin-1-yl]-3H-quinazolin-4-one